1,2,4-triazolo[4,3-a]pyridin-3-amine N=1N=C(N2C1C=CC=C2)N